F[C@@H](CN(CC[C@@H](C(=O)O)NC1=NC(=NC2=CC=CC=C12)C)CCCCC1=NC=2NCCCC2C=C1)COC (S)-4-(((S)-2-fluoro-3-methoxypropyl)(4-(5,6,7,8-tetrahydro-1,8-naphthyridin-2-yl)butyl)amino)-2-((2-methylquinazolin-4-yl)amino)butanoic acid